FC1=C(C=C(C=C1)F)CC=1C=2N(C=C(N1)C(N)=N)C=CN2 8-[(2,5-difluorophenyl)methyl]imidazo[1,2-a]pyrazine-6-carboximidamide